FC=1C(=CC=C2C(N3N(C12)CS(N(C3)C)(=O)=O)=O)NC3=NC=C(C(=N3)N[C@H](CO)C3=CC=CC=C3)C=3OC=NN3 (S)-10-fluoro-9-((4-((2-hydroxy-1-phenylethyl)amino)-5-(1,3,4-oxadiazol-2-yl)pyrimidin-2-yl)amino)-3-methyl-3,4-dihydro-1H,6H-[1,2,4,5]thiatriazino[5,4-a]indazol-6-one 2,2-dioxide